N-(7-(benzyloxy)-6-(1,1-dioxido-4-oxo-1,2,5-thiadiazolidin-2-yl)-5-fluoronaphthalen-2-yl)-2-(4-bromo-2-fluorophenyl)acetamide C(C1=CC=CC=C1)OC1=C(C(=C2C=CC(=CC2=C1)NC(CC1=C(C=C(C=C1)Br)F)=O)F)N1S(NC(C1)=O)(=O)=O